C(C1=CC=CC=C1)SC=1C(=CC(=NC1)Cl)F 5-(benzylthio)-2-chloro-4-fluoropyridine